F[C@H]1C(N(CC[C@H]1N1CCC2=C1N=NC(=C2)C=2C(=CC1=C(N=C(S1)C)C2)OCOC)C(=O)OCC2=CC=CC=C2)(C)C benzyl (3r,4r)-3-fluoro-4-(3-(6-(methoxymethoxy)-2-methylbenzo[d]thiazol-5-yl)-5,6-dihydro-7H-pyrrolo[2,3-C]pyridazin-7-yl)-2,2-dimethylpiperidine-1-carboxylate